C1[C@H]([C@@H]([C@H]([C@@H]([C@H]1N)O[C@@H]2[C@@H]([C@H]([C@@H]([C@H](O2)CN)OP(=O)(O)OC[C@@H]3[C@H]([C@H]([C@@H](O3)N4C=NC5=C(N=CN=C54)N)O)O)O)O)O)O[C@@H]6[C@@H]([C@H]([C@@H]([C@H](O6)CO)O)N)O)N The molecule is a aminoglycoside phosphate obtained by formal condensation of the phosphate group of AMP with the 4'-hydroxy group of kanamycin A. It derives from a kanamycin A and an adenosine 5'-monophosphate.